C(C)OC(=O)C1=CC2=C(N=CS2)C(=C1)F 4-fluorobenzo[d]thiazole-6-carboxylic acid ethyl ester